thiophen-3-methanol S1C=C(C=C1)CO